C(CC=CC)CC1=CC=CC2=CC=CC=C12 1-([(1E)-3-penten-1-yl]methyl)naphthalene